C1(CCCCC1)CCCC1=CC=C(C=C1)SC1=CC=CC=C1 3-cyclohexyl-1-[4-(phenylsulfanyl)phenyl]propan